tert-butyl (trans-3-aminocyclobutyl)carbamate N[C@@H]1C[C@H](C1)NC(OC(C)(C)C)=O